8-[(3R)-4-[(3,5-difluorophenyl)(phenyl)methyl]-3-methylpiperazin-1-yl]-5-methyl-6-oxo-5,6-dihydro-1,5-naphthyridine-2,7-dicarbonitrile FC=1C=C(C=C(C1)F)C(N1[C@@H](CN(CC1)C1=C(C(N(C=2C=CC(=NC12)C#N)C)=O)C#N)C)C1=CC=CC=C1